2'-chloro-1''-[(1-methyl-1H-pyrazol-4-yl)methyl]-6'H-dispiro[cyclopropane-1,7'-thieno[3,2-c]pyran-4',4''-piperidine] ClC1=CC2=C(C3(COC24CCN(CC4)CC=4C=NN(C4)C)CC3)S1